4-[2-fluoro-6-[2-(2-fluoro-4-pyridyl)ethyl]phenyl]-5-hydroxy-2,6-dimethyl-pyridazin-3-one FC1=C(C(=CC=C1)CCC1=CC(=NC=C1)F)C=1C(N(N=C(C1O)C)C)=O